1-(1H-pyrrol-2-ylmethyl)piperidin-3-thiol N1C(=CC=C1)CN1CC(CCC1)S